FC(CO)(F)C=1C(=C(C=CC1)[C@@H](C)NC1=NC(=NC2=C3C(=C(C=C12)C1=CCN(CC1)C(C)=O)CCO3)C)F (R)-1-(4-(4-((1-(3-(1,1-difluoro-2-hydroxyethyl)-2-fluorophenyl)ethyl)amino)-2-methyl-7,8-dihydrofuro[3,2-H]quinazolin-6-yl)-5,6-dihydropyridin-1(2H)-yl)ethan-1-one